C1=C(C=CC2=CC=CC=C12)C1=C(C(=O)NC2=CC=CC=C2)C=CC(=C1)C1=NOC(=N1)C(F)(F)F (naphthalen-2-yl)-N-phenyl-4-(5-(trifluoromethyl)-1,2,4-oxadiazol-3-yl)benzamide